tert-Butyl (R)-3-(4-(3-(((allyloxy)carbonyl)amino)-1-(3-((tert-butoxycarbonyl)amino) propyl)-1H-pyrazol-4-yl)-3-fluorophenoxy)-2-((tertbutyldimethylsilyl)oxy)propanoate C(C=C)OC(=O)NC1=NN(C=C1C1=C(C=C(OC[C@H](C(=O)OC(C)(C)C)O[Si](C)(C)C(C)(C)C)C=C1)F)CCCNC(=O)OC(C)(C)C